N1(CCC1)S(=O)(=O)C1=CC=C(O1)C(=O)OC methyl 5-(azetidin-1-ylsulfonyl)furan-2-carboxylate